N,N,N'-trimethyl-1,4-phenylenediamine CN(C1=CC=C(C=C1)NC)C